4-[4-amino-5-methyl-2-(2-trimethylsilylethoxymethyl)pyrazol-3-yl]-6-chloro-pyridin-3-amine NC1=C(N(N=C1C)COCC[Si](C)(C)C)C1=C(C=NC(=C1)Cl)N